2-(dimethylsulfamoyl)-6-methoxybenzene CN(S(=O)(=O)C1=CC(=CC=C1)OC)C